5-(Bicycloheptenyl)triethoxysilane CCO[Si](C1C[C@@H]2C[C@H]1C=C2)(OCC)OCC